N-{5-[(3S)-3-{[(1-cyclopropyl-6,7-difluoro-4-oxo-1,4-dihydroquinolin-3-yl)methyl][(2-methoxypyridin-4-yl)methyl]amino}piperidin-1-yl]pyridin-2-yl}acetamide C1(CC1)N1C=C(C(C2=CC(=C(C=C12)F)F)=O)CN([C@@H]1CN(CCC1)C=1C=CC(=NC1)NC(C)=O)CC1=CC(=NC=C1)OC